C1=CC=C(C=C1)N(C2=CC=CC=C2)C3=CC=C(C=C3)Cl 4-chloro-N,N-diphenylaniline